C[C@@H](C(=O)N1[C@@H](CCC1)C(=O)O)CS 1-[(2S)-2-methyl-3-mercapto-propionyl]-L-proline